(S)-N-(1-(1-(2-fluoro-4-(trifluoromethyl)phenyl)ethyl)-1H-pyrazol-4-yl)-5-(pyridin-2-yl)isoxazole-3-carboxamide FC1=C(C=CC(=C1)C(F)(F)F)[C@H](C)N1N=CC(=C1)NC(=O)C1=NOC(=C1)C1=NC=CC=C1